BrC=1C=C2C(=NC1)N=C(S2)NC(=O)C=2C=NC(=CC2C2=CC(=NC=C2OC)Cl)C N-(6-bromothiazolo[4,5-b]pyridin-2-yl)-2'-chloro-5'-methoxy-6-methyl-[4,4'-bipyridine]-3-carboxamide